[O-2].[Ce+3].[Ag+].[Au+3] gold-silver cerium oxide